FC=1C(=C(C=CC1F)[C@H]1[C@@H](O[C@]([C@H]1C)(C(F)(F)F)C)C(=O)NC1=CC(=NC=C1)C(=O)N)OCCOC |r| rac-4-((2R,3S,4S,5R)-3-(3,4-difluoro-2-(2-methoxyethoxy)phenyl)-4,5-dimethyl-5-(trifluoromethyl)tetrahydrofuran-2-carboxamido)picolinamide